2-chloro-5-cyclopropyl-7-(3,3,4,4-tetrafluoropyrrolidin-1-yl)-5H-pyrrolo[3,2-d]pyrimidine Argon [Ar].ClC=1N=CC2=C(N1)C(=CN2C2CC2)N2CC(C(C2)(F)F)(F)F